C(C)(C)(C)OC(=O)N1CC(C1)(O)CC(=O)O 2-(1-(tert-butoxycarbonyl)-3-hydroxyazetidin-3-yl)acetic acid